tert-butyl (R)-(1-(3-(2-(1,3-dimethyl-2-oxo-1,2-dihydropyridin-4-yl)pyrimidin-5-yl)-2,7-dimethyl-1-oxo-1,2-dihydroisoquinolin-5-yl)ethyl)carbamate CN1C(C(=C(C=C1)C1=NC=C(C=N1)C=1N(C(C2=CC(=CC(=C2C1)[C@@H](C)NC(OC(C)(C)C)=O)C)=O)C)C)=O